C(C)OC(=O)C=1C(=NN(C1C)CC)C 1-Ethyl-3,5-dimethyl-1H-pyrazole-4-carboxylic acid ethyl ester